ClC=1C=CC(=C(C1)C1=CC(=C(N=N1)SCCO)NC1=CC(=NC=C1)NC(CN1CCNCCC1)=O)F N-(4-{[6-(5-chloro-2-fluoro-phenyl)-3-[(2-hydroxyethyl)-sulfanyl]pyridazin-4-yl]-amino}pyridin-2-yl)-2-(1,4-diazepan-1-yl)acetamide